3-[2-(difluoromethoxy)-5-methylsulfanyl-phenyl]-1-[2-[4-[1-[2-(dimethylamino)-2-oxo-ethyl]-4-piperidyl]piperazin-1-yl-2-oxo-ethyl]pyrazol-4-yl]pyrazolo[1,5-a]pyrimidine-3-carboxamide FC(OC1=C(C=C(C=C1)SC)C1(CN(N2C1N=CC=C2)C2=CN(N=C2)CC(=O)N2CCN(CC2)C2CCN(CC2)CC(=O)N(C)C)C(=O)N)F